ClC1=C(C=CC=C1C1C(NC(CC1)=O)=O)C1=CC=C(C=C1)N1C(OC[C@@H]1C)=O 3-(2-chloro-4'-((S)-4-methyl-2-oxooxazolidin-3-yl)-[1,1-biphenyl]-3-yl)piperidine-2,6-dione